C12(CC3CC(CC(C1)C3)C2)C(=O)OC(C(C)(C)C)OS(=O)(=O)ON2[C@@H]3CC[C@H](N(C2=O)C3)C(N)=O (((((1R,2S,5R)-2-carbamoyl-7-oxo-1,6-diazabicyclo[3.2.1]oct-6-yl) oxy) sulfonyl) oxy)-2,2-dimethylpropyl adamantane-1-carboxylate